3'-cyanobiphenyl-4-carboxylic acid C(#N)C=1C=C(C=CC1)C1=CC=C(C=C1)C(=O)O